FC(=C1C[C@H]2CCCN2C1)F (R)-2-(difluoromethylene)tetrahydro-1H-pyrrolizine